4-[3-[(3R)-4-[6-(2,6-dioxo-3-piperidinyl)-7-methyl-5-oxo-7H-pyrrolo[3,4-B]pyridin-2-yl]-3-methyl-piperazin-1-yl]cyclobutoxy]piperidine-1-carboxylic acid tert-butyl ester C(C)(C)(C)OC(=O)N1CCC(CC1)OC1CC(C1)N1C[C@H](N(CC1)C1=CC=C2C(=N1)C(N(C2=O)C2C(NC(CC2)=O)=O)C)C